FC(C(C1=CC=C(C=C1)F)NS(=O)(=O)C1=CC=2N(C=C1)N=CN2)(F)F N-(2,2,2-trifluoro-1-(4-fluorophenyl)ethyl)-[1,2,4]triazolo[1,5-a]pyridine-7-sulfonamide